(S)-1-(5-((2,4-difluoro-3-methylphenyl)thio)pyrazin-2-yl)-4'H,6'H-spiro[piperidine-4,5'-pyrrolo[1,2-b]pyrazol]-4'-amine FC1=C(C=CC(=C1C)F)SC=1N=CC(=NC1)N1CCC2([C@@H](C=3N(N=CC3)C2)N)CC1